C1N(CCC2=CC=CC=C12)[C@H]1[C@H](O[C@@H]2OC(O[C@@H]21)(C)C)C=O (3aR,5S,6S,6aR)-6-(3,4-dihydroisoquinolin-2(1H)-yl)-2,2-dimethyltetrahydrofuro[2,3-d][1,3]Dioxolane-5-carbaldehyde